methyl (6-{[(1R,3R)-3-aminocyclopentyl]oxy}-2'-cyclobutyl-3'-fluoro[1,1'-biphenyl]-2-yl)acetate N[C@H]1C[C@@H](CC1)OC1=CC=CC(=C1C1=C(C(=CC=C1)F)C1CCC1)CC(=O)OC